2-(9,9-diphenyl-9H-fluoren-2-yl)aniline C1(=CC=CC=C1)C1(C2=CC=CC=C2C=2C=CC(=CC12)C1=C(N)C=CC=C1)C1=CC=CC=C1